NC1=C(C(=O)OC)C=C(C=C1)OCCC=C methyl 2-amino-5-(but-3-en-1-yloxy)benzoate